(R)-1-((5-fluoro-2-(2-methoxy-7-methylquinoxalin-5-yl)benzo[d]thiazol-6-yl)oxy)propan-2-yl (2-(((R)-1-hydroxypropan-2-yl)oxy)pyrimidin-5-yl)carbamate OC[C@@H](C)OC1=NC=C(C=N1)NC(O[C@@H](COC1=CC2=C(N=C(S2)C2=C3N=CC(=NC3=CC(=C2)C)OC)C=C1F)C)=O